3-[4-(2,3-dihydro-1H-indole-1-sulfonyl)phenyl]-1-(pyridin-3-ylmethyl)urea N1(CCC2=CC=CC=C12)S(=O)(=O)C1=CC=C(C=C1)NC(NCC=1C=NC=CC1)=O